(3S)-3-pyrrolidinol N1C[C@H](CC1)O